BrC1=CC=C(C=C1)C1CCN(CC1)CC=1C=C2CN(C(C2=CC1)=O)C1C(NC(CC1)=O)=O 3-(5-((4-(4-bromophenyl)piperidin-1-yl)methyl)-1-oxoisoindolin-2-yl)piperidine-2,6-dione